ClC1=C2C(=NC(=C1)N)NC=C2 4-chloro-1H-pyrrolo[2,3-b]pyridin-6-amine